3-Ethyl-7-((5-fluoro-3'-methyl-3',6'-dihydro-[2,4'-bipyridin]-1'(2'H)-yl)methyl)-1,5-naphthyridin-2(1H)-one C(C)C=1C(NC2=CC(=CN=C2C1)CN1CC(C(=CC1)C1=NC=C(C=C1)F)C)=O